Cl.N1(CCNCCC1)S(=O)(=O)N1CCC(CC1)CN1CCC2(CN(C2)C2=NC=NC=C2OC2=C(C(=O)N(C(C)C)CC)C=C(C=C2)F)CC1 2-((4-(7-((1-((1,4-diazepan-1-yl)sulfonyl)piperidin-4-yl)methyl)-2,7-Diazaspiro[3.5]nonan-2-yl)pyrimidin-5-yl)oxy)-N-ethyl-5-fluoro-N-isopropylbenzamide hydrochloride